ClC=1C(=NC=C(C1)Cl)OC1CCC2(C(NC3=CC=C(C=C23)C#N)=O)CC1 cis-4-[(3,5-dichloro-2-pyridyl)oxy]-2'-oxo-spiro[cyclohexane-1,3'-indoline]-5'-carbonitrile